Tert-butyl 7-bromo-5-((tert-butoxycarbonyl) (methyl-d3) amino)-1-(((tert-butoxycarbonyl) amino) methyl)-4-carbonylpyrido[3,4-d]pyridazine-3(4H)-carboxylate BrC1=CC2=C(C(N(N=C2CNC(=O)OC(C)(C)C)C(=O)OC(C)(C)C)=C=O)C(=N1)N(C([2H])([2H])[2H])C(=O)OC(C)(C)C